5-(3,4-dichloro-2-methyl-2H-indazol-5-yl)-3-methyl-3,7-dihydro-4H-pyrrolo[2,3-d]pyrimidin-4-one ClC=1N(N=C2C=CC(=C(C12)Cl)C1=CNC=2N=CN(C(C21)=O)C)C